Ethyl-(2-cyano-2-(2-(3,5-dichloro-4-((3-methyl-1H-indazol-5-yl) oxy) phenyl) hydrazono) acetyl) carbamate C(N)(OC(C(=NN(C1=CC(=C(C(=C1)Cl)OC=1C=C2C(=NNC2=CC1)C)Cl)CC)C#N)=O)=O